CC1=NC=C(C(=N1)C)N1N=NC(=C1)C(=O)NCC=1SC(=NN1)C1=CC=CC=C1 1-(2,4-dimethylpyrimidin-5-yl)-N-((5-phenyl-1,3,4-thiadiazol-2-yl)methyl)-1H-1,2,3-triazole-4-carboxamide